C(N)(=O)C=1C(=NC(=C(N1)CC)Cl)NC=1C=C(OCCCNC([C@H](C)N(C(OC(C)(C)C)=O)C)=O)C=CC1 tert-Butyl (S)-(1-((3-(3-((3-carbamoyl-6-chloro-5-ethylpyrazin-2-yl)amino) phenoxy)propyl)amino)-1-oxopropan-2-yl)(methyl)carbamate